N-[(1S)-2-[[5-[3,5-dimethyl-1-(2-trimethylsilylethoxymethyl)pyrazol-4-yl]-6-fluoro-2-pyridyl]amino]-1-(4-methylcyclohexyl)-2-oxo-ethyl]-2-(2-methoxyethyl)pyrazole-3-carboxamide CC1=NN(C(=C1C=1C=CC(=NC1F)NC([C@H](C1CCC(CC1)C)NC(=O)C=1N(N=CC1)CCOC)=O)C)COCC[Si](C)(C)C